C(N)(SCCCCCCCCCCCCCCCCCC)=S.[Na] sodium stearyl dithiocarbamate